ClC=1C(=C2C=C(NC(C2=C(N1)Cl)=O)C)F 6,8-dichloro-5-fluoro-3-methyl-2H-2,7-naphthyridin-1-one